C(CCCCCCCCCCCCCCCCC)(=O)OCCCCCCCCCCC(C)C isotridecanol stearate